C(C)C=1OC=CC(C1O)=O 2-Ethyl-3-hydroxy-4-pyron